C(C)C1C(NC(NC1=O)=O)=O 5-ethyl-barbituric acid